(S)-2-amino-2-(4-chloro-3-(3-methylpyridin-2-yl)phenyl)ethan-1-ol N[C@H](CO)C1=CC(=C(C=C1)Cl)C1=NC=CC=C1C